1,19-bis(phosphoryl)-8-hydrazino-2-hydroxy-4-oxa-9-oxo-nonadecane P(=O)#CC(COCCCC(C(CCCCCCCCCC#P=O)=O)NN)O